(S)-N-((R)-(4-chlorophenyl)(1-(2,2,2-trifluoroethyl)piperidin-4-yl)methyl)-2-oxooxazolidine-5-carboxamide ClC1=CC=C(C=C1)[C@H](NC(=O)[C@@H]1CNC(O1)=O)C1CCN(CC1)CC(F)(F)F